Europium-Oxid [O-2].[Eu+3].[O-2].[O-2].[Eu+3]